N-(1-((5-cyanopyridin-2-yl)methyl)-1H-pyrazol-3-yl)-2-(4-(1-(trifluoromethyl)cyclopropyl)phenyl)acetamide C(#N)C=1C=CC(=NC1)CN1N=C(C=C1)NC(CC1=CC=C(C=C1)C1(CC1)C(F)(F)F)=O